dimethoxyquinazoline COC1=NC(=NC2=CC=CC=C21)OC